C(C)(=O)N1CCC(CC1)N1C(C=2C(C(=C1)C(=O)O)=NN(C2)COCC[Si](C)(C)C)=O 5-(1-acetylpiperidin-4-yl)-4-oxo-2-((2-(trimethylsilyl)ethoxy)methyl)-4,5-dihydro-2H-pyrazolo[4,3-c]pyridine-7-carboxylic acid